4-(4-((1S,4S)-2,5-diazabicyclo[2.2.2]octan-2-yl)-8-fluoro-2-(((2R,7aS)-2-fluorotetrahydro-1H-pyrrolizin-7a(5H)-yl)methoxy)quinazolin-7-yl)-5-ethylnaphthalen-2-ol [C@@H]12N(C[C@@H](NC1)CC2)C2=NC(=NC1=C(C(=CC=C21)C2=CC(=CC1=CC=CC(=C21)CC)O)F)OC[C@]21CCCN1C[C@@H](C2)F